Cl.Cl.Cl.N1N=C(C=C1)CC(OCC)=N ethyl 2-(1H-pyrazol-3-yl)ethanimidate dihydrochloride HCl